OCCCC[C@@H](C(N1CCCC1)=O)NC(C1=CC=CC=C1)=O (S)-N-(6-hydroxy-1-oxo-1-(pyrrolidin-1-yl)hex-2-yl)benzamide